7-((2S,5R)-4-(Bis(4-chlorophenyl)methyl)-2,5-dimethylpiperazin-1-yl)-5-chloro-3-(((R)-tetrahydrofuran-2-yl)methyl)-3H-[1,2,3]triazolo[4,5-d]pyrimidine ClC1=CC=C(C=C1)C(N1C[C@@H](N(C[C@H]1C)C=1C2=C(N=C(N1)Cl)N(N=N2)C[C@@H]2OCCC2)C)C2=CC=C(C=C2)Cl